N-(cyclopropylmethyl)-5-[5-(3,5-dichloro-4-fluorophenyl)-4,5-dihydro-5-(trifluoromethyl)-3-isoxazolyl]-2-oxo-2H-1-benzopyran-8-carboxamide C1(CC1)CNC(=O)C1=CC=C(C=2C=CC(OC21)=O)C2=NOC(C2)(C(F)(F)F)C2=CC(=C(C(=C2)Cl)F)Cl